2-(3-chloro-4-((S or R)-1-(((R)-((R)-8-cyano-1,2,3,4-tetrahydroquinoxalin-2-yl)(phenyl)methyl)amino)propan-2-yl)phenyl)acetic acid ClC=1C=C(C=CC1[C@@H](CN[C@H](C1=CC=CC=C1)[C@@H]1NC2=C(C=CC=C2NC1)C#N)C)CC(=O)O |o1:7|